C1([C@H](O)[C@@H](O)[C@H](O)[C@H](O1)CO)C1=C(C(NC(N1)=O)=O)CO glucosylhydroxymethyluracil